O1CCN(CC1)CC1=C2C=CC=NC2=C(C=C1)O 5-(morpholinomethyl)quinolin-8-ol